6-(6,7-Dimethoxy-1-phenyl-3,4-dihydroisoquinolin-2(1H)-yl)-N-hydroxy-6-oxohexanamide COC=1C=C2CCN(C(C2=CC1OC)C1=CC=CC=C1)C(CCCCC(=O)NO)=O